N-[3-(4-aminobutanoyl-amino)propyl]-2-ethyl-4-[[3-[3-(trifluoromethyl)-1H-pyrazol-4-yl]imidazo[1,2-a]pyrazin-8-yl]amino]benzamide formate C(=O)O.NCCCC(=O)NCCCNC(C1=C(C=C(C=C1)NC=1C=2N(C=CN1)C(=CN2)C=2C(=NNC2)C(F)(F)F)CC)=O